3-(1-Ethyl-3-(trifluoromethyl)-1H-pyrazol-4-yl)-2-fluoro-4-iodopyridine C(C)N1N=C(C(=C1)C=1C(=NC=CC1I)F)C(F)(F)F